ClC1=C(C=CC(=C1)Cl)[C@@H](C)N1N=C(C=2C1=NC(=CN2)N2CC(C2)[C@@H]2CN(CCC2)CCO)C(F)(F)F 2-[(3R)-3-[1-[1-[(1R)-1-(2,4-dichlorophenyl)ethyl]-3-(trifluoromethyl)pyrazolo[3,4-b]pyrazin-6-yl]azetidin-3-yl]-1-piperidyl]ethanol